((2,2-bis(hydroxymethyl)propane-1,3-diyl)bis(oxy))bis(6-oxohexane-6,1-diyl) bis(2-butyloctanoate) C(CCC)C(C(=O)OCCCCCC(=O)OCC(COC(CCCCCOC(C(CCCCCC)CCCC)=O)=O)(CO)CO)CCCCCC